[C@H]12CN(C[C@H](CC1)O2)C2=NC1=CC=C(C=C1C=N2)C=O 2-((1R,5s)-8-oxa-3-azabicyclo[3.2.1]oct-3-yl)quinazolin-6-carbaldehyde